FC(C=1C=C(C=C(C1)C(F)(F)F)[C@@H](C)O[C@H]1OCCN([C@@]1(O)C1=CC=C(C=C1)F)CN1N=CNC1=O)(F)F (((2R,3R)-2-((R)-1-(3,5-bis(trifluoromethyl)phenyl)ethoxy)-3-(4-fluorophenyl)-3-hydroxymorpholino)methyl)-2,4-dihydro-3H-1,2,4-triazole-3-one